ClC1=CC=C2[C@@](C(NC2=C1)=O)([C@@H]1C(C2=CC=CC=C2CC1)=O)O (R)-6-chloro-3-hydroxy-3-((R)-1-oxo-1,2,3,4-tetrahydronaphthalen-2-yl)indolin-2-one